N-(hept-2-yl)-2,4-dimethyl-N-phenylaniline CC(CCCCC)N(C1=C(C=C(C=C1)C)C)C1=CC=CC=C1